CC=1C=C(C=CC1C)C1=CC2=C(C(=N1)OC)C(=NO2)NC2CS(C=C2)(=O)=O 3-((6-(3,4-dimethylphenyl)-4-methoxyisoxazolo[4,5-c]pyridin-3-yl)amino)-2,3-dihydrothiophene 1,1-dioxide